5-[[2,6-dimethyl-4-(4,4,5,5-tetramethyl-1,3,2-dioxaborolan-2-yl)phenyl]methyl]-3-isopropyl-1-(p-tolylsulfonyl)pyrrolo[3,2-b]pyridine CC1=C(C(=CC(=C1)B1OC(C(O1)(C)C)(C)C)C)CC1=CC=C2C(=N1)C(=CN2S(=O)(=O)C2=CC=C(C=C2)C)C(C)C